C(C=C)(=O)N1[C@@H](C[C@H](CC1)N1C=NC=2C(=NC=3C(=C(C(=CC3C21)Cl)C=2C(=C(C#N)C=CC2)C)F)N2CC(C2)N(C)C)CC#N 3-(1-((2S,4S)-1-acryloyl-2-(cyanomethyl)piperidin-4-yl)-8-chloro-4-(3-(dimethylamino)azetidin-1-yl)-6-fluoro-1H-imidazo[4,5-c]quinolin-7-yl)-2-methylbenzonitrile